NC1=NC(=CC(=[N+]1[O-])N)N1CCCCC1 2,4-diamino-6-Piperidinopyrimidin-3-oxide